N1(C=CC2=CC=CC=C12)C1=NC(=NC=C1)NC1=CC(=C(C=C1OC)N1C[C@H](CC1)N(C)C)N (S)-N1-(4-(1H-Indol-1-yl)pyrimidin-2-yl)-4-(3-(dimethylamino)pyrrolidin-1-yl)-6-methoxybenzene-1,3-diamine